4-Methyl-N-(2-(furan-2-yl)-5-((methylamino)methyl)phenyl)benzenesulfonamide CC1=CC=C(C=C1)S(=O)(=O)NC1=C(C=CC(=C1)CNC)C=1OC=CC1